2H,9H-3,5-methanopyrrolo[3,4-b][1,4,5]oxathiazonine S1C=2C(OC=C3C=C(N1)C3)=CNC2